5-((1-(3-(aminomethyl)benzoyl)-4-hydroxypiperidin-4-yl)methyl)-1-(4-fluorophenyl)-1H-pyrazolo[3,4-d]pyrimidin-4(5H)-one NCC=1C=C(C(=O)N2CCC(CC2)(O)CN2C=NC3=C(C2=O)C=NN3C3=CC=C(C=C3)F)C=CC1